O1N=C(C=C1)C([O-])=S isoxazolethioate